NC1=C2C(=NC=N1)N(N=C2C2=CC=C(CNC(C1=C(C=CC(=C1)F)OC)=O)C=C2)C2=CC(=C(C=C2)N2C[C@H](CC2)C(OC)OC)F (S)-N-(4-(4-amino-1-(4-(3-(dimethoxymethyl)pyrrolidin-1-yl)-3-fluorophenyl)-1H-pyrazolo[3,4-d]pyrimidin-3-yl)benzyl)-5-fluoro-2-methoxybenzamide